ClC=1C(=NC=C(C1)C(F)(F)F)C=1C=C(SC1C)C(=O)OC methyl 4-[3-chloro-5-(trifluoromethyl)pyridin-2-yl]-5-methylthiophene-2-carboxylate